P(=O)(O)(O)OC[C@@H]1[C@H]([C@H]([C@@H](O1)N1C=NC=2C(N)=NC=NC12)O)O.O=C1NC(CCC1N1C(C2=CC=CC(=C2C1=O)N(C)CC=1N=NN(C1)CCOC)=O)=O 2-(2,6-Dioxopiperidin-3-yl)-4-(((1-(2-methoxyethyl)-1H-1,2,3-triazol-4-yl)methyl)(methyl)amino)isoindoline-1,3-dione adenosine-5'-monophosphate